2-(3-chloro-10,11-dihydro-5H-dibenzo[b,f]azepin-5-yl)methyloxirane ClC=1C=CC2=C(N(C3=C(CC2)C=CC=C3)CC3OC3)C1